tert-butyl (3R)-3-[(6-chloro-5-methylpyridazin-3-yl)amino]piperidine-1-carboxylate ClC1=C(C=C(N=N1)N[C@H]1CN(CCC1)C(=O)OC(C)(C)C)C